(2R)-1-[4-bromo-3-(trifluoromethyl)benzoyl]-5-isothiocyanato-2-methyl-3,6-dihydro-2H-pyridine-4-carboxylic acid ethyl ester C(C)OC(=O)C=1C[C@H](N(CC1N=C=S)C(C1=CC(=C(C=C1)Br)C(F)(F)F)=O)C